tert-Butyl-4-(4-((2-((1H-benzo[d]imidazol-2-yl)amino)-5-fluoropyrimidin-4-yl)amino)phenyl)piperazine C(C)(C)(C)N1CCN(CC1)C1=CC=C(C=C1)NC1=NC(=NC=C1F)NC1=NC2=C(N1)C=CC=C2